C1(CCC1)OC1=CC2=C(CN(CCC2)C2=CC(=C(C(=C2)C)C(C(=O)N)C(C)(C)C)C)C=C1 (4-(7-Cyclobutoxy-1,3,4,5-tetrahydro-2H-benzo[c]azepin-2-yl)-2,6-dimethylphenyl)-3,3-dimethylbutyramide